FC(C=1C(=C(C=CC1)[C@@H](C)NC=1C2=C(N=C(N1)C)OC(C(=C2C)NC(=O)C2=CC1=C(OCO1)C=C2)=O)F)F (R)-N-(4-((1-(3-(difluoromethyl)-2-fluorophenyl)ethyl)amino)-2,5-dimethyl-7-oxo-7H-pyrano[2,3-d]pyrimidin-6-yl)benzo[d][1,3]dioxole-5-carboxamide